ClC1=CC=C(C=C1)C1=NSC=N1 3-(4-chlorophenyl)-1,2,4-thiadiazole